2-(4-(2-(5-chloropyridin-2-yl)-2-methylbenzo[d][1,3]dioxol-4-yl)-2,6-difluorobenzyl)-1-(((S)-oxetan-2-yl)methyl)-1H-benzo[d]imidazole-6-carboxylic acid ClC=1C=CC(=NC1)C1(OC2=C(O1)C=CC=C2C2=CC(=C(CC1=NC3=C(N1C[C@H]1OCC1)C=C(C=C3)C(=O)O)C(=C2)F)F)C